NC/C(/COC1=CC=C(C=C1)S(=O)(=O)CC12CCC(CC1)(CC2)NC(=O)C2CC2)=C/F (Z)-N-(4-(((4-((2-(aminomethyl)-3-fluoroallyl)oxy)phenyl)sulfonyl)methyl)bicyclo[2.2.2]octan-1-yl)cyclopropanecarboxamide